COCCN(C)CC1(CCCC1)N1C(N=C2C=CC(=CC2=C1)B1OC(C(O1)(C)C)(C)C)N 3-([(2-methoxyethyl)(methyl)amino]methylcyclopentyl)-6-(4,4,5,5-tetramethyl-1,3,2-dioxaborolan-2-yl)quinazolin-2-amine